2-(5-(6-chloropyridin-3-yl)-4-methyl-1H-1,2,3-triazol-1-yl)-N,N-dimethylacetamide ClC1=CC=C(C=N1)C1=C(N=NN1CC(=O)N(C)C)C